2-(5-bromo-6-oxo-1-phenylpyridine-3-yl)pyridine-1-oxide BrC1=CC(=CN(C1=O)C1=CC=CC=C1)C1=[N+](C=CC=C1)[O-]